bis(4-(2-phenylpropan-2-yl)phenyl)amine C1(=CC=CC=C1)C(C)(C)C1=CC=C(C=C1)NC1=CC=C(C=C1)C(C)(C)C1=CC=CC=C1